C(C)C1=C(C=C(C=C1F)C(C)C)B(O)O (2-ethyl-3-fluoro-5-isopropylphenyl)boronic acid